N(=[N+]=[N-])CC12CC(C1)(C2)C2=CC=C(C=C2)OC 1-(azidomethyl)-3-(4-methoxyphenyl)bicyclo[1.1.1]pentane